C(N)(=N)C(C(=O)O)C guanylpropionic acid